1-(1-acetylazepan-4-yl)-4-chloro-N-(3-methyl-5-(phenylethynyl)pyridin-2-yl)-1H-pyrazole-5-carboxamide C(C)(=O)N1CCC(CCC1)N1N=CC(=C1C(=O)NC1=NC=C(C=C1C)C#CC1=CC=CC=C1)Cl